7-(trifluoromethyl)quinolin-4-ol FC(C1=CC=C2C(=CC=NC2=C1)O)(F)F